FC=1C=C2C(=CNC2=CC1F)NC(=O)C1=NOC(=C1)C=1C=NC(=C(C1)F)N1CCN(CC1)CC(F)(F)F N-(5,6-difluoro-1H-indol-3-yl)-5-[5-fluoro-6-[4-(2,2,2-trifluoroethyl)piperazin-1-yl]pyridin-3-yl]-1,2-oxazole-3-carboxamide